FC=1C=CC(=C(C(=O)O)C1)N[C@H](C)C=1C=C(C=C2C(N(C(=NC12)C1CCOCC1)C)=O)F (R)-5-fluoro-2-((1-(6-fluoro-3-methyl-4-oxo-2-(tetrahydro-2H-pyran-4-yl)-3,4-dihydroquinazolin-8-yl)ethyl)amino)benzoic acid